Natrium Ammonium 4-(6-chloro-7-(2-fluorophenyl)-1-(2-formyl-4,6-diisopropylpyrimidin-5-yl)-2-oxo-1,2-dihydropyrido[2,3-d]pyrimidin-4-yl)-2,5-dimethylpiperazine-1-carboxylate ClC1=CC2=C(N(C(N=C2N2CC(N(CC2C)C(=O)[O-])C)=O)C=2C(=NC(=NC2C(C)C)C=O)C(C)C)N=C1C1=C(C=CC=C1)F.[NH4+].[Na]